C(CCCCCC(C)C)OC(=O)C1C(CCCC1)C(=O)OCCCCCCC(C)C 1,2-cyclohexanedicarboxylic acid diisononyl ester